tert-Butyl (R)-3-(((benzyloxy)carbonyl)amino)-3-methylazepane-1-carboxylate C(C1=CC=CC=C1)OC(=O)N[C@]1(CN(CCCC1)C(=O)OC(C)(C)C)C